4-ETHYL-4-[2-(2-METHOXYANILINO)THIAZOL-4-YL]HEXANOIC ACID C(C)C(CCC(=O)O)(CC)C=1N=C(SC1)NC1=C(C=CC=C1)OC